4-isopropyl-6-((6-methoxypyridin-3-yl)(trifluoromethyl)amino)-1,3-dimethyl-1,3-dihydro-2H-benzo[d]imidazol-2-one C(C)(C)C1=CC(=CC=2N(C(N(C21)C)=O)C)N(C(F)(F)F)C=2C=NC(=CC2)OC